N-propyl-1,3-propylenediamine C(CC)NCCCN